4-((2S,5R)-2,5-Dimethyl-4-(4-(trifluoromethyl)benzyl)piperazin-1-yl)-2-methyl-1-(((S)-tetrahydrofuran-2-yl)methyl)-1H-[1,2,4]triazolo[3,4-b]purine C[C@@H]1N(C[C@H](N(C1)CC1=CC=C(C=C1)C(F)(F)F)C)C=1C=2N=C(N(C2N2C(N1)=NN=C2)C[C@H]2OCCC2)C